3,5,6-trimethylcyclohex-3-ene-1-carbaldehyde CC=1CC(C(C(C1)C)C)C=O